ClC1=CC(=C(C=C1)N1N=NC(=C1)C(F)(F)F)C=C 1-(4-chloro-2-vinylphenyl)-4-(trifluoromethyl)-1H-1,2,3-triazole